Diethylaminomagnesium chloride C(C)N(CC)[Mg]Cl